C(C)N(CCN1CN(CN(C1)CCN(CC)CC)CCN(CC)CC)CC 1,3,5-tris(N,N-diethyl-2-aminoethyl)hexahydro-s-triazine